tert-butyl 4-((5-((2,8-dimethylimidazo[1,2-a]pyrazin-6-yl)carbamoyl)-4-methoxypyrimidin-2-yl)amino)piperidine-1-carboxylate CC=1N=C2N(C=C(N=C2C)NC(=O)C=2C(=NC(=NC2)NC2CCN(CC2)C(=O)OC(C)(C)C)OC)C1